FC=1C=C(C=CC1)N1N=CC=CC1=O 1-(3-fluorophenyl)-6-oxo-1,6-dihydropyridazine